1'-methyl-1'H-[1,3'-bipyrazole]-5'-carboxylic acid CN1N=C(C=C1C(=O)O)N1N=CC=C1